3-dodecylmercaptopropionate C(CCCCCCCCCCC)SCCC(=O)[O-]